N-(piperidin-4-yl)-8-(trifluoromethyl)quinolin-5-amine hydrochloride Cl.N1CCC(CC1)NC=1C=2C=CC=NC2C(=CC1)C(F)(F)F